6-(2-{6-azaspiro[2.5]octane-6-yl}-4-iodobenzamido)-8-(4,4-Difluoropiperidin-1-yl)quinoline-3-carboxylic acid C1CC12CCN(CC2)C2=C(C(=O)NC=1C=C3C=C(C=NC3=C(C1)N1CCC(CC1)(F)F)C(=O)O)C=CC(=C2)I